COC1=CC(=CC2=C1N=C(S2)N)N 4-methoxy-1,3-benzothiazole-2,6-diamine